C(=CC)[Si](OC)(OC)CCCCCCCCCCCCCC propenyl-tetradecyl-dimethoxysilane